C(C)OC(=O)C=1C(=NC=CC1OCC1=CC=CC=C1)Cl 4-(benzyloxy)-2-chloropyridine-3-carboxylic acid ethyl ester